ClC=1C=C(C(=O)NCC2=NC=C3C=CC(=NC3=C2)C2=NC(=CC(=C2)F)N2CCNC3(CC3)C2)C=C(C1C)S(=O)(=O)C 3-chloro-N-((2-(4-fluoro-6-(4,7-diazaspiro[2.5]octan-7-yl)pyridin-2-yl)-1,6-naphthyridin-7-yl)methyl)-4-methyl-5-(methylsulfonyl)benzamide